2-Hydroxy-5-(((2-(2-((5Z,8Z,11Z,14Z,17Z)-icosa-5,8,11,14,17-pentaen-1-yloxy)butanamido)ethoxy)carbonyl)amino)benzoic acid OC1=C(C(=O)O)C=C(C=C1)NC(=O)OCCNC(C(CC)OCCCC\C=C/C\C=C/C\C=C/C\C=C/C\C=C/CC)=O